CN1C(C(=C(C2=CC=CC=C12)N1CCC(CC1)C1=CC=C(C=C1)OC(F)(F)F)C#N)=O 1-methyl-2-oxo-4-{4-[4-(trifluoromethoxy)phenyl]piperidin-1-yl}-1,2-dihydroquinoline-3-carbonitrile